C(C1=CC=CC=C1)OC(CNC[C@H]1N(CCOC1)C(=O)OC(C)(C)C)=O tert-butyl (3R)-3-[[(2-benzyloxy-2-oxo-ethyl)amino]methyl]morpholine-4-carboxylate